N-(2-chloro-5-fluorophenyl)-N-{4-[2-(2-chloro-3-fluorophenyl)acetamido]pyridin-2-yl}acetamide ClC1=C(C=C(C=C1)F)N(C(C)=O)C1=NC=CC(=C1)NC(CC1=C(C(=CC=C1)F)Cl)=O